ClC1=CN=C(C(=N1)N)SC1=C(C(=CC=C1)C=1OC=CN1)Cl 6-chloro-3-((2-chloro-3-(oxazol-2-yl)phenyl)sulfanyl)Pyrazin-2-amine